5-(cyclopropyl-methyl)-1H-tetrazole C1(CC1)CC1=NN=NN1